C(C)(C)(C)N(C(O)=O)CC(C=O)C.C1(=CC=CC=C1)C1=C(C=CC=C1)C(Cl)(CC)CC phenyl-diethyl-phenyl-chloromethane tert-butyl-(2-methyl-3-oxopropyl)carbamate